CNCCOC1=C(C=CC(=C1)N)N 2-(2-(methylamino)ethoxy)benzene-1,4-diamine